N-[(1R)-1-[3-(difluoromethyl)-2-fluoro-phenyl]ethyl]-8-methoxy-6-(4-methylpiperazin-1-yl)pyrido[3,4-d]pyrimidin-4-amine formate salt C(=O)O.FC(C=1C(=C(C=CC1)[C@@H](C)NC=1C2=C(N=CN1)C(=NC(=C2)N2CCN(CC2)C)OC)F)F